FC(C=1C=NC=C(C1N1CCN(C2(CC2)C1)C(=O)OC(C)(C)C)/N=C/C=1C=C2N=CC=NC2=CC1)F tert-butyl (E)-7-(3-(difluoromethyl)-5-((quinoxalin-6-ylmethylene)amino)pyridin-4-yl)-4,7-diazaspiro[2.5]octane-4-carboxylate